2-Chloro-N-[2-(4-{[(5-cyanopyridin-3-yl)oxy]methyl}piperidin-1-yl)-2-[4-(difluoromethyl)-1,3-thiazol-5-yl]ethyl]-6-fluorobenzamid ClC1=C(C(=O)NCC(C2=C(N=CS2)C(F)F)N2CCC(CC2)COC=2C=NC=C(C2)C#N)C(=CC=C1)F